CC1=CN(C2=CC=CC=C12)C1=C(C=CC2=CC=C(C=C12)O)O 1-(3-Methyl-1H-indol-1-yl)naphthalene-2,7-diol